[(3S)-3-[3-[3-(difluoromethoxy)-4-[[(1R,2S)-2-fluorocyclopropyl]carbamoyl]-5-methoxyphenyl]pyrazolo[1,5-a]pyrimidin-6-yl]oxy-2-methylbutan-2-yl] dihydrogen phosphate P(=O)(OC(C)([C@H](C)OC=1C=NC=2N(C1)N=CC2C2=CC(=C(C(=C2)OC)C(N[C@H]2[C@H](C2)F)=O)OC(F)F)C)(O)O